6-Bromo-1H-indole-2-carboxylic acid ethyl ester C(C)OC(=O)C=1NC2=CC(=CC=C2C1)Br